C(=O)(OC(C)(C)C)N1CCC2(CC1)[C@@H](C1=CC=CC(=C1C2)OC)N[S@](=O)C(C)(C)C N-Boc-(S)-1-(((R)-tert-butylsulfinyl)amino)-4-methoxy-1,3-dihydrospiro[indene-2,4'-piperidine]